ON=C1CC(C1)C(=O)OCCCC butyl 3-hydroxyiminocyclobutanecarboxylate